(1S,3aS,6aR)-3-oxo-octahydropyrrolo[3,4-c]pyrrole-1-carboxamide O=C1N[C@@H]([C@H]2CNC[C@H]21)C(=O)N